5-bromo-2-(trifluoromethyl)benzothioamide BrC=1C=CC(=C(C(N)=S)C1)C(F)(F)F